ClC1=C2C(=NC=C1)N(C(=C2I)C)C(=O)OC(C)(C)C tert-butyl 4-chloro-3-iodo-2-methyl-pyrrolo[2,3-b]pyridine-1-carboxylate